3-[(3-{[(tert-butoxy)carbonyl]amino}-2-fluorophenyl)methyl]-6-chloro-4-methyl-2-oxo-3,4-dihydro-2H-1,3-benzoxazin-7-yl N,N-dimethylcarbamate CN(C(OC1=CC2=C(C(N(C(O2)=O)CC2=C(C(=CC=C2)NC(=O)OC(C)(C)C)F)C)C=C1Cl)=O)C